(1R,2R,3aS,10aR)-1-{(1E,3ξ)-3-[1-(2-fluoro-5-methylphenyl)cyclopropyl]-3-hydroxy-1-propen-1-yl}-2-hydroxy-2,3,3a,9,10,10a-hexahydro-1H-benzo[b]cyclopenta[f]oxepin-6-carboxylic acid FC1=C(C=C(C=C1)C)C1(CC1)C(/C=C/[C@H]1[C@@H](C[C@H]2[C@@H]1CCC1=C(O2)C=C(C=C1)C(=O)O)O)O